tert-butyl 5-(2-(2,6-dioxopiperidin-3-yl)-1-oxoisoindolin-4-yl)pent-4-ynoate O=C1NC(CCC1N1C(C2=CC=CC(=C2C1)C#CCCC(=O)OC(C)(C)C)=O)=O